CC1(C2=CC=CC=C2C=2C=CC(=CC12)C=1C=C(C=CC1)C1=CC(=CC=C1)C1=NC(=NC(=N1)C1=CC=CC=C1)C1=CC=CC=C1)C 2-(3'-(9,9-dimethyl-9H-fluoren-2-yl)[1,1'-biphenyl]-3-yl)-4,6-diphenyl-1,3,5-triazine